FC=1C=C(C=C(C1)F)[C@@H]1CC=NN1C(=O)N1CC(C1)OC1=CC(=NC=C1F)N1N=C(C(=C1C)S(=O)(=O)NC)C (S)-1-(4-((1-(5-(3,5-difluorophenyl)-4,5-dihydro-1H-pyrazole-1-carbonyl)azetidin-3-yl)oxy)-5-fluoropyridin-2-yl)-N,3,5-trimethyl-1H-pyrazole-4-sulfonamide